CC=1C=C2C(C=C(OC2=C(C1)C(C)NC1=C(C(=O)O)C=CC=C1)C=1C=C2C=NN=CC2=CC1)=O 2-[1-(6-Methyl-4-oxo-2-phthalazin-6-yl-chromen-8-yl)ethylamino]benzoic acid